C1(CC1)C1=C(C(=O)NCC2=CN=CO2)C=C(C(=C1)OC)C1CC1 2,5-dicyclopropyl-4-methoxy-N-(oxazol-5-ylmethyl)benzamide